1-(2-amino-4-(trifluoromethyl)phenyl)ethanone NC1=C(C=CC(=C1)C(F)(F)F)C(C)=O